CC1=C(C=CC(=N1)NC1CNCC12CC2)C2=NC=CC=N2 N-(6-methyl-5-(pyrimidin-2-yl)pyridin-2-yl)-5-azaspiro[2.4]heptane-7-amine